C(#N)C1=C(C=CC=C1)C(C(C)C=1N(C(C(=C(N1)C(=O)NC1=C(C=CC=C1)F)O)=O)C)C1=CC=CC=C1 2-(1-(2-cyanophenyl)-1-phenylpropan-2-yl)-N-(2-fluorophenyl)-5-hydroxy-1-methyl-6-oxo-1,6-dihydropyrimidine-4-carboxamide